CC1=NC(=NC2=CC=CC=C12)CN1C(=O)N(C=2N=C(N(C2C1=O)CC#CC)N1C[C@@H](CCC1)N)C 1-[(4-methylquinazolin-2-yl)methyl]-3-methyl-7-(2-butyn-1-yl)-8-(3-(R)-aminopiperidin-1-yl)-xanthine